C(C)(C)(C)OOC(C)(C)C di-(t-butyl) peroxide